C12(CC(C1)C2)N2[C@@H](C=1NC3=CC=CC=C3C1C[C@H]2C)C2=CC=C(O[C@H]1[C@@H](CN(C1)CCCF)O)C=C2 (3R,4R)-4-(4-((1R,3R)-2-(bicyclo[1.1.1]pentan-1-yl)-3-methyl-2,3,4,9-tetrahydro-1H-pyrido[3,4-b]indol-1-yl)phenoxy)-1-(3-fluoropropyl)pyrrolidin-3-ol